5'-chloro-7'-oxo-N-[2-(propan-2-yloxy)ethyl]-7',8'-dihydro-6'H-spiro[cyclohexane-1,9'-furo[2,3-f]quinazoline]-2'-carboxamide ClC=1C=C2C(=C3C4(NC(NC13)=O)CCCCC4)OC(=C2)C(=O)NCCOC(C)C